(2S,3S)-2-amino-N-(2-benzoyl-4-bromophenyl)-3-methylpentanamide N[C@H](C(=O)NC1=C(C=C(C=C1)Br)C(C1=CC=CC=C1)=O)[C@H](CC)C